4-(((1-methylcyclobutyl)amino)methyl)-6,7-dihydro-5H-cyclopenta[b]pyridine-2-carboxylic acid CC1(CCC1)NCC1=C2C(=NC(=C1)C(=O)O)CCC2